N-(6-FORMYL-BENZO[1,3]DIOXOL-5-YL)-ACETAMIDE C(=O)C=1C(=CC2=C(OCO2)C1)NC(C)=O